COC(CN1C2=CC=CC=C2C=2CCN(CC12)C(C1=CC=C(C=C1)CCC)=O)=O [2-(4-n-propylbenzoyl)-2,3,4,9-tetrahydro-1H-β-carbolin-9-yl]-acetic acid methyl ester